NC1=C2C(=NC=N1)N(N=C2C2=CC=C(CNC(C1=C(C=CC(=C1)F)OC)=O)C=C2)C=2C=NC(=CC2)N2CC(CC2)C(OC)OC N-(4-(4-amino-1-(6-(3-(dimethoxymethyl)pyrrolidin-1-yl)pyridin-3-yl)-1H-pyrazolo[3,4-d]pyrimidin-3-yl)benzyl)-5-fluoro-2-methoxybenzamide